CC1=NC=C(C=C1NC(=O)C=1N=NN2C1C=CC(=C2)C=2C=NN(C2)C)NC(CN2C1COCC2CC1)=O N-[2-methyl-5-[[2-(3-oxa-8-azabicyclo[3.2.1]octan-8-yl)acetyl]amino]-3-pyridyl]-6-(1-methylpyrazol-4-yl)triazolo[1,5-a]pyridine-3-carboxamide